1-(o-tolyl)pyrazole-4-carboxylic acid C1(=C(C=CC=C1)N1N=CC(=C1)C(=O)O)C